BrC1=C(C(=C(C=C1)CBr)F)F 1-bromo-4-(bromomethyl)-2,3-difluorobenzene